benzoic acid-tert-amyl-peroxyester C(C)(C)(CC)OOOC(C1=CC=CC=C1)=O